C(CCCCCCCCC)C1=CC=C(C=C1)C1=NOC(=N1)CCCN(C(OC(C)(C)C)=O)C tert-butyl (3-(3-(4-decylphenyl)-1,2,4-oxadiazol-5-yl)propyl)(methyl)carbamate